C(C1=CC=CC=C1)N1C=CC2=C(C=CC=C12)C=NS(=O)C(C)(C)C N-((1-benzyl-1H-indol-4-yl)methylene)-2-methylpropane-2-sulfinamide